IC1=C(C=CC=C1)N(C(C(=C)C)=O)C N-(2-iodophenyl)-N-methylmethacrylamide